N1(CCC[C@H]2CCCC[C@H]12)C([C@@H](CN)N(C1CC1)CC1=CC=C(C=C1)Cl)=O (2R)-1-[(4aR,8aS)-3,4,4a,5,6,7,8,8a-Octahydro-2H-quinolin-1-yl]-3-amino-2-[(4-chlorophenyl)methyl-cyclopropyl-amino]propan-1-one